10-anthryl-carboxylic acid C1=CC=CC2=C(C3=CC=CC=C3C=C12)C(=O)O